ClC1=NC(=C2N=C(N(C2=N1)COCC[Si](C)(C)C)C1=CC=NC=C1)N1CCOCC1 4-(2-chloro-8-(pyridin-4-yl)-9-((2-(trimethylsilyl)ethoxy)methyl)-9H-purin-6-yl)morpholine